6-acetyl-4,5,6,7-tetrahydroisoxazolo[5,4-c]pyridine-3-ol C(C)(=O)N1CC2=C(CC1)C(=NO2)O